FC1=C(C=C(C=C1)NC(=O)C=1N(C=C2C1OC[C@H]1[C@@H](NS2(=O)=O)CN(C1)C(C(=O)O)=O)C)C 2-((3aR,10aR)-8-((4-fluoro-3-methylphenyl)carbamoyl)-7-methyl-5,5-dioxido-3a,4,10,10a-tetrahydro-1H,7H-dipyrrolo[3,4-b:3',4'-f][1,4,5]oxathiazocin-2(3H)-yl)-2-oxoacetic acid